ClC=1C(=NC(=NC1)NC1=CC=C(C2=CC=CC=C12)N1CCN(CC1)C)NC=1C(=NC=CC1)N(C)C 5-chloro-N4-(2-(dimethylamino)pyridin-3-yl)-N2-(4-(4-methylpiperazin-1-yl)naphthalen-1-yl)pyrimidine-2,4-diamine